N[C@@H](C(=O)N[C@H](C(=O)OC)CC(C)C)CC(C(F)F)(C)C methyl (S)-2-((R)-2-amino-5,5-difluoro-4,4-dimethylpentanoylamino)-4-methylpentanoate